1-methyl-4-(1-(6-nitro-pyridin-3-yl)piperidin-4-yl)piperazine CN1CCN(CC1)C1CCN(CC1)C=1C=NC(=CC1)[N+](=O)[O-]